Cl.CC1(C2C(N(C(C12)=O)CC1=CC2=NC=CC(=C2S1)C1=C(C(=CC(=N1)C#N)C)C(=O)N1[C@H](CNCC1)C)=O)C 6-(2-((6,6-dimethyl-2,4-dioxo-3-azabicyclo[3.1.0]hexan-3-yl)methyl)thieno[3,2-b]pyridin-7-yl)-4-methyl-5-((S)-2-methylpiperazine-1-carbonyl)picolinonitrile hydrochloride